5-chloro-1-isopropyl-1H-imidazol ClC1=CN=CN1C(C)C